COC1CN(C1)[C@H]1CN2C(OC1)=C(C=N2)S(=O)(NC(C2=CC=CC=C2)(C2=CC=CC=C2)C2=CC=CC=C2)=N (6S)-6-(3-methoxyazetidin-1-yl)-N-trityl-6,7-dihydro-5H-pyrazolo[5,1-b][1,3]oxazine-3-sulfonimidamide